CC(C[C@@H](C(N[C@H](C=O)C[C@H]1C(NCC1)=O)=O)NC(=O)C=1NC2=CC=CC=C2C1)C N-((S)-4-methyl-1-oxo-1-(((S)-1-oxo-3-((S)-2-oxopyrrolidin-3-yl)propan-2-yl)amino)pentan-2-yl)-1H-indole-2-carboxamide